N[C@H]1CN(CCC1)C(=O)C1=CC2=C(N(C(=N2)C=2N(C3=CC=CC=C3C2)C[C@@H](CO)C)C)C(=C1)OC ((R)-3-Aminopiperidin-1-yl)(2-(1-((S)-3-hydroxy-2-methylpropyl)-1H-indol-2-yl)-7-methoxy-1-methyl-1H-benzo[d]imidazol-5-yl)methanon